FC(C(=O)O)(F)F.C(C)OC=1C=C(CN2CCC(CC2)(F)COC2=CC=C(C(=O)O)C=C2)C=CC1F 4-((1-(3-ethoxy-4-fluorobenzyl)-4-fluoropiperidin-4-yl)methoxy)benzoic acid, trifluoroacetate salt